FC1(CNC1)C(=O)N1CCC(CC1)N1N=CC(=C1)C=1C=C(C=2N(C1)N=CC2C#N)OC 6-(1-(1-(3-fluoroazetidine-3-carbonyl)piperidin-4-yl)-1H-pyrazol-4-yl)-4-methoxypyrazolo[1,5-a]pyridine-3-carbonitrile